C(C1=CC=CC=C1)SC1=C(C=C(C=C1)NC(C(CC1=CC=CC=C1)NC(OC(C)(C)C)=O)=O)F tert-butyl 1-(4-(benzylthio)-3-fluorophenylamino)-1-oxo-3-phenylprop-2-ylcarbamate